tert-butyl (1-(5-((2,3-dichlorophenyl)thio)-6-methylpyrazin-2-yl)-4-methylpiperidin-4-yl)carbamate ClC1=C(C=CC=C1Cl)SC=1N=CC(=NC1C)N1CCC(CC1)(C)NC(OC(C)(C)C)=O